C(C)(C)N(C(OC(C)(C)C)=O)COC tert-Butyl isopropyl(methoxymethyl)carbamate